N1=CC(=CC=C1)C1=NC(=CC(=N1)N1C[C@@H](CC1)C(=O)O)C1=CC=C(C=C1)C(F)(F)F (R)-1-(2-(pyridin-3-yl)-6-(4-(trifluoromethyl)phenyl)pyrimidin-4-yl)pyrrolidine-3-carboxylic acid